N[C@H](C1=C(C=CC(=C1)F)O)C=1SC2=C(N1)C=CC=C2 |r| (±)-2-(amino(benzo[d]thiazol-2-yl)methyl)-4-fluorophenol